COCOC1=C(C=CC=C1)C(=CC(=O)OC)C1=CC=CC=C1 methyl 3-(2-methoxymethoxy-phenyl)-3-(phenyl)-acrylate